2,2,4,4-tetramethylcyclobutane-1,3-d-ol CC1(C(C(C1[2H])(C)C)(O)[2H])C